ClC=1C(=C2C=NNC2=CC1C)C=1C(=NN(C1C)C1CC2(CN(C2)C(C=C)=O)C1)C1=CC=C(C=C1)CO (R)-1-(6-(4-(5-chloro-6-methyl-1H-indazol-4-yl)-3-(4-(hydroxymethyl)phenyl)-5-methyl-1H-pyrazol-1-yl)-2-azaspiro[3.3]hept-2-yl)propan-2-en-1-one